C(C=C)(=O)NC1CN(C=2C=CC=C(C2C1)C(=O)O)C1=CC=C(C=C1)C(F)(F)F 3-acrylamido-1-(4-(trifluoromethyl)phenyl)-1,2,3,4-tetrahydroquinolin-5-carboxylic acid